BrC=C(CCOCCC)Br 1,2-dibromo-4-propoxybut-1-ene